COC=1C=C(C=CC1[N+](=O)[O-])N1N=NC(=C1)CN1CCN(CC1)C ((1-(3-methoxy-4-nitrophenyl)-1H-1,2,3-triazol-4-yl)methyl)-4-methylpiperazine